6-Nitro-3-(pyridin-4-yl)-1-trityl-1H-indazole [N+](=O)([O-])C1=CC=C2C(=NN(C2=C1)C(C1=CC=CC=C1)(C1=CC=CC=C1)C1=CC=CC=C1)C1=CC=NC=C1